2-((4-methyl-2-oxo-2H-chromen-7-yl)amino)ethyl acrylate C(C=C)(=O)OCCNC1=CC=C2C(=CC(OC2=C1)=O)C